COC(CCC(=O)N[C@@H](CCOC1=CC=CC=C1)C(=O)NCC(=O)O)=O N-(4-methoxy-4-oxobutanoyl)-O-phenyl-L-homoseryl-glycine